4-(5-amino-4-cyanothiophen-3-yl)piperazine-1-carboxylic acid tert-butyl ester C(C)(C)(C)OC(=O)N1CCN(CC1)C1=CSC(=C1C#N)N